4-methyl-1H-pyrazole-5-carboxylate CC=1C=NNC1C(=O)[O-]